ethyl peroxydicarbonate C(=O)(OCC)OOC(=O)[O-]